Cl.N1=CC(=CC=C1C(=O)OC)C=1CCNCC1 methyl 1',2',3',6'-tetrahydro-[3,4'-bipyridine]-6-carboxylate hydrochloride